ClC=1C=C2CCC[C@@]3(C2=CC1)COC1=CC=C2C(NSCCC[C@]4(CCO[C@H]([C@@H]5CC[C@H]5CN(C3)C1=C2)C4)O)=O (3R,6R,7S,11R,24S)-6'-CHLORO-11-HYDROXY-3',4'-DIHYDRO-2'H,17H-SPIRO[8,22-DIOXA-15-THIA-1,16-DIAZAPENTACYCLO[16.7.2.17,11.03,6.021,26]OCTACOSA-18,20,26-TRIENE-24,1'-NAPHTHALEN]-17-ONE